2-(6-bromo-3-methyl-2-oxo-2,3-dihydro-1H-imidazo[4,5-B]pyridin-1-yl)acetic acid BrC=1C=C2C(=NC1)N(C(N2CC(=O)O)=O)C